Tert-butyl N-{4-methyl-4-[(trifluoromethanesulfonyloxy)methyl]cyclohexyl}carbamate CC1(CCC(CC1)NC(OC(C)(C)C)=O)COS(=O)(=O)C(F)(F)F